tri(dodecyl) borate B(OCCCCCCCCCCCC)(OCCCCCCCCCCCC)OCCCCCCCCCCCC